CC(=CCO)CCCC(=C)C trans-3,7-dimethyl-2,7-octadien-1-ol